CC(C(C(C(=O)O[O-])(CCCC)C)(C)C)CCC(C)(C)C tetra-methylbutylperoxyneodecanoate